O=C(CCC1=CC=C(OCCOC2=CC=C(C=C2)C(CC(C)=O)=O)C=C1)C 1-(4-(2-(4-(3-oxobutyl)-phenoxy)-ethoxy)-phenyl)-butane-1,3-dione